(E)-3-(3-(4-methoxyphenyl)acryloyl)oxazolidin-2-one-4,4-d2 COC1=CC=C(C=C1)/C=C/C(=O)N1C(OCC1([2H])[2H])=O